[Si](C)(C)(C(C)(C)C)OCC1=NN(C=2N(C([C@@H]([C@@H](C21)C2CC2)NC(C2=CC(=CC=C2)C(F)(F)F)=O)=O)CC)CCC |r| rac-N-((4R,5R)-3-(((tert-butyldimethylsilyl)oxy)methyl)-4-cyclopropyl-7-ethyl-6-oxo-1-propyl-4,5,6,7-tetrahydro-1H-pyrazolo[3,4-b]pyridin-5-yl)-3-(trifluoromethyl)benzamide